N-(6-phenylpyridin-2-yl)-1H-indol-6-amine C1(=CC=CC=C1)C1=CC=CC(=N1)NC1=CC=C2C=CNC2=C1